methyl 3,4-dihydro-2H-benzo[B][1,4]oxazine-7-carboxylate O1C2=C(NCC1)C=CC(=C2)C(=O)OC